6-[8-Methoxy-4-[(6-methylpyridazin-3-yl)methylamino]quinazolin-6-yl]pyridazin-3-ol COC=1C=C(C=C2C(=NC=NC12)NCC=1N=NC(=CC1)C)C1=CC=C(N=N1)O